FC=1C=C2C(=C(C(N(C2=CC1)C)=O)C1=CC=NC=C1)N1CCNCC1 6-Fluoro-1-methyl-4-(piperazin-1-yl)-3-(pyridin-4-yl)quinolin-2(1H)-one